N1CCCC2CCN(CC12)C(=O)OC(C)(C)C tert-butyl 2,3,4,4a,5,6,8,8a-octahydro-1H-1,7-naphthyridine-7-carboxylate